ethyl 1-(3-methylazetidin-3-yl)piperidine-4-carboxylate CC1(CNC1)N1CCC(CC1)C(=O)OCC